[C-](S(=O)(=O)C(F)(F)F)(S(=O)(=O)C(F)(F)F)S(=O)(=O)C(F)(F)F.C(C)(=O)C1=CC=C(C=C1)SC1=CC=C(C=C1)[S+](C1=CC=C(C=C1)SC1=CC=C(C=C1)C(C)=O)C1=CC=C(C=C1)SC1=CC=C(C=C1)C(C)=O tris[4-(4-acetylphenylsulfanyl)phenyl]sulfonium tris[(trifluoromethyl)sulfonyl]methide